N1-(2-(benzofuran-5-yl)quinolin-4-yl)-N3,N3-dimethylpropane-1,3-diamine O1C=CC2=C1C=CC(=C2)C2=NC1=CC=CC=C1C(=C2)NCCCN(C)C